NC1=C(C(=NN1C(C(C)N(C(=O)N1C=NN=C1)C)C)C1=CC=C(C=C1)CNC(C1=C(C=CC(=C1)F)OC)=O)C(N)=O N-(3-(5-amino-4-carbamoyl-3-(4-((5-fluoro-2-methoxybenzamido)methyl)phenyl)-1H-pyrazol-1-yl)butan-2-yl)-N-methyl-4H-1,2,4-triazole-4-carboxamide